(S)-camphor-10-sulfonic acid [C@]12(C(=O)CC(CC1)C2(C)C)CS(=O)(=O)O